NC1=C(C#N)C=C(C=C1)OC=1C=NC=C(C1)C1=CC(=C(C=C1)F)F 2-amino-5-((5-(3,4-difluorophenyl)pyridin-3-yl)oxy)benzonitrile